N-(2-((5-cyano-4-((2-isopropoxyphenyl)amino)pyrimidin-2-yl)amino)-4-fluoro-5-(4-(4-methyl-3-oxopiperazin-1-yl)piperidin-1-yl)phenyl)acrylamide C(#N)C=1C(=NC(=NC1)NC1=C(C=C(C(=C1)F)N1CCC(CC1)N1CC(N(CC1)C)=O)NC(C=C)=O)NC1=C(C=CC=C1)OC(C)C